NC1=C(C=C(C=C1)OC)SCC(C(=O)O)(CCCC)CC 2-(((2-Amino-5-methoxyphenyl)thio)methyl)-2-ethylhexanoic acid